methyl (S)-3-piperidinecarboxylate N1C[C@H](CCC1)C(=O)OC